2-({bis[(2-aminoethyl)amino]methylidene}amino)acetic acid NCCNC(NCCN)=NCC(=O)O